α-methyl-butyric acid CC(C(=O)O)CC